5-methyl-1-{[2-(trimethylsilyl)ethoxy]methyl}-3H-pyrimidine-2,4-dione CC=1C(NC(N(C1)COCC[Si](C)(C)C)=O)=O